C1(=CC=CC=C1)CS(=O)(=O)OC1=C(OC(C1=O)([2H])C1=CC2=C(OCO2)C=C1)N 2-amino-5-(benzo[d][1,3]dioxol-5-yl)-4-oxo-4,5-dihydrofuran-3-yl-5-d phenylmethanesulfonate